(S)-6-acetyl-2,6-diazaspiro[3.4]octane-8-carboxylate C(C)(=O)N1CC2(CNC2)[C@@H](C1)C(=O)[O-]